3,5-dihydroxy-N-(5-hydroxypentyl)-3-methylpentanamide OC(CC(=O)NCCCCCO)(CCO)C